amino-5-methylpyridine hydrochloride Cl.NC1=NC=C(C=C1)C